2-methyl-7-[4-(trifluoromethoxy)phenyl]thiazolo[5,4-d]pyrimidine-5-carbonitrile CC=1SC=2N=C(N=C(C2N1)C1=CC=C(C=C1)OC(F)(F)F)C#N